F[C@H]1[C@@H]2CCCCN([C@H]12)C=1C2=C(N=C(N1)OC([2H])([2H])[C@]13CCCN3C[C@@H](C1)F)C(=CN=C2)C 4-((1S,7R,8S)-8-fluoro-2-azabicyclo[5.1.0]octan-2-yl)-2-(((2R,7aS)-2-fluorotetrahydro-1H-pyrrolizin-7a(5H)-yl)methoxy-d2)-8-methylpyrido[4,3-d]pyrimidin